C(C)(C)(C)OC(=O)N1C[C@H](OC2(CC2)C1)CO (S)-5-(hydroxymethyl)-4-oxa-7-azaspiro[2.5]octane-7-carboxylic acid tert-butyl ester